6-(4-(4-fluorophenyl)-1-(4-hydroxybutan-2-yl)-1H-imidazol-5-yl)imidazo[1,2-a]pyridine-3-carbonitrile FC1=CC=C(C=C1)C=1N=CN(C1C=1C=CC=2N(C1)C(=CN2)C#N)C(C)CCO